7-Butyl 3-methyl-3,5,6,8-tetrahydro-7H-imidazo[4,5-f][1,4]oxazepine-7-carboxylate CN1C=NC=2CN(CCOC21)C(=O)OCCCC